FC1=C(C=CC(=C1)C)C#CC1CN(C1)C(=O)OC(C)(C)C tert-butyl 3-[2-(2-fluoro-4-methyl-phenyl)ethynyl]azetidine-1-carboxylate